14-bromo-4,6,8,10,12-pentamethylpentadecyl heptyloxymethyl ether C(CCCCCC)OCOCCCC(CC(CC(CC(CC(CC(C)Br)C)C)C)C)C